C1(=CC=CC=C1)C(CC1=CC=CC=C1)OC(N)=O carbamic acid 1,2-diphenylethyl ester